N4-(benzoxazolin-2-on-5-yl)-N2-[3-methyl-2-((1S,4S)-5-methyl-2,5-diazabicyclo[2.2.1]heptan-2-yl)pyridin-5-yl]-5-fluoropyrimidine-2,4-diamine O1C(NC2=C1C=CC(=C2)NC2=NC(=NC=C2F)NC=2C=C(C(=NC2)N2[C@@H]1CN([C@H](C2)C1)C)C)=O